ClC=1C=CC=C2C=CC=C(C12)C1=C(C=2N=C(N=C(C2C=N1)N1CC2(CNC(N2)=O)CCC1)OCC12CCCN2CCC1)F 7-(7-(8-chloronaphthalen-1-yl)-8-fluoro-2-((hexahydro-1H-pyrrolizin-7a-yl)methoxy)pyrido[4,3-d]pyrimidin-4-yl)-1,3,7-triazaspiro[4.5]decan-2-one